FC1([C@H](C1)C=1C(=NON1)C(=O)O)F |r| racemic-4-(2,2-difluorocyclopropyl)-1,2,5-oxadiazole-3-carboxylic acid